C(C1=CC=CC=C1)OC=1C=C(C=CC1)C1(N(CC1)CCCCO)CCCCO 4,4'-[[3-(Benzyloxy)phenyl]azetidinediyl]bis(butane-1-OL)